C(CCCCCCCC(=O)N)(=O)N Nonandiamid